C(C)(C)(C)OC(=O)N1CCN(CC1)CC1=CC(=CC=C1)C#N 4-(3-cyanophenylmethyl)piperazine-1-carboxylic acid tert-butyl ester